OC=1C=CC=C2C(C(N(C12)CCCC(F)(F)F)=O)=O 7-hydroxy-1-(4,4,4-trifluorobutyl)indoline-2,3-dione